(E)-N-(4-(8-(4-chloro-1-methyl-6-(trifluoromethyl)-1H-indazol-5-yl)indolizine-3-carbonyl)-2,6-difluorophenyl)-4-(((1r,4r)-4-methoxycyclohexyl)amino)but-2-enamide ClC1=C2C=NN(C2=CC(=C1C1=CC=CN2C(=CC=C12)C(=O)C1=CC(=C(C(=C1)F)NC(\C=C\CNC1CCC(CC1)OC)=O)F)C(F)(F)F)C